C\C(=C/CC=1C(=C(C(=CC1O)CCCCC)C(=O)N1CCOCC1)O)\CCC=C(C)C (E)-(3-(3,7-dimethylocta-2,6-dien-1-yl)-2,4-dihydroxy-6-pentylphenyl)(morpholino)methanone